10,10-dimethyl-9-oxo-4-(pyridin-3-ylsulfonyl)-1-oxa-4-azaspiro[5.5]undec-7-ene-8-carbonitrile CC1(C(C(=CC2(CN(CCO2)S(=O)(=O)C=2C=NC=CC2)C1)C#N)=O)C